(6S,7S)-6-[[3-(3,5-difluorophenyl)-2-fluoro-phenyl]methyl]-7-(fluoromethylsulfonylamino)-5-azaspiro[2.4]heptane-5-carboxylate FC=1C=C(C=C(C1)F)C=1C(=C(C=CC1)C[C@@H]1N(CC2(CC2)[C@@H]1NS(=O)(=O)CF)C(=O)[O-])F